CC1=NC(=C2NC=NC2=N1)NCC1=C(C=C(C(=C1)OC)OC)OC 2-methyl-6-(2,4,5-trimethoxybenzylamino)purine